C(#N)C1=CC(=C(COC2=CC=CC(=N2)C2=CC(=C(CC3=NC4=C(N3[C@@H]3COC[C@@H]3CO)C=C(C=C4)C(=O)O)C=C2F)F)C=C1)F |r| Racemic-2-(4-(6-((4-cyano-2-fluorobenzyl)oxy)pyridin-2-yl)-2,5-difluorobenzyl)-1-((3S,4S)-4-(hydroxymethyl)tetrahydrofuran-3-yl)-1H-benzo[d]imidazole-6-carboxylic acid